1λ3,11λ3-undecane [CH2]CCCCCCCCC[CH2]